N-(3-(5-iodopyridin-2-yl)isoxazol-5-yl)-4-methoxybenzamide IC=1C=CC(=NC1)C1=NOC(=C1)NC(C1=CC=C(C=C1)OC)=O